ClC1=C(C=CC=C1)OC[C@H](NC)C(=O)O O-(2-chlorophenyl)-N-methyl-L-serine